2-[2-(Hydroxymethyl)morpholin-4-yl]oxazolo[4,5-b]pyridin-5-yl-3-methyl-5-(trifluoromethyl)phenol OCC1CN(CCO1)C=1OC=2C(=NC(=CC2)C2=C(C=C(C=C2C)C(F)(F)F)O)N1